NC=1N=CC2=C(N1)SC(=C2)C(=O)OC(C)C=2SC(=CC2)C2=C1C(N=CC1=CC=C2)=O (1-(5-(3-oxoisoindol-4-yl) thiophen-2-yl) ethyl) aminothieno[2,3-d]pyrimidine-6-carboxylate